4-(3-aminoprop-1-yn-1-yl)aniline hydrochloride Cl.NCC#CC1=CC=C(N)C=C1